6-Methyl-N-{[5-(1-methyl-1H-pyrazol-4-yl)-1,2-oxazol-3-yl]methyl}-4-[(1-methylcyclopropyl)amino]furo[2,3-d]pyrimidine-5-carboxamide CC1=C(C2=C(N=CN=C2NC2(CC2)C)O1)C(=O)NCC1=NOC(=C1)C=1C=NN(C1)C